C(=CC)N1C[C@@H](CCC1)N1N=C(C=2C1=NC=NC2N)C2=CC=C(C1=C2OCO1)NC(=O)C12CC3CC(CC(C1)C3)C2 (R)-N-(7-(1-(1-propenylpiperidin-3-yl)-4-amino-1H-pyrazolo[3,4-d]pyrimidin-3-yl)benzo[d][1,3]dioxolan-4-yl)adamantane-1-carboxamide